2-((6-(7-acetyl-2,7-diazaspiro[3.5]nonan-2-yl)-2-(1-methyl-1H-pyrazol-4-yl)pyrimidin-4-yl)amino)isonicotinic acid C(C)(=O)N1CCC2(CN(C2)C2=CC(=NC(=N2)C=2C=NN(C2)C)NC=2C=C(C(=O)O)C=CN2)CC1